O=S1(N(CC=C1)[C@H]1CN(CCC1)CC1=CC(=NC=C1)C(=O)NC1=CC=C(C=C1)C1=CC2=C(N=CN=C2N2CCS(CC2)(=O)=O)N1)=O (R)-4-((3-(1,1-dioxidoisothiazol-2(3H)-yl)piperidin-1-yl)methyl)-N-(4-(4-(1,1-dioxidothiomorpholino)-7H-pyrrolo[2,3-d]pyrimidin-6-yl)phenyl)picolinamide